C(C(C)C)N1CCNCC1 N-i-butylpiperazine